9,9-diphenyl-2-(4,4,5,5-tetramethyl-1,3,2-dioxaborolan-2-yl)-4a,9-dihydro-4H-fluorene-7-carbonitrile C1(=CC=CC=C1)C1(C2=CC(=CC=C2C2CC=C(C=C12)B1OC(C(O1)(C)C)(C)C)C#N)C1=CC=CC=C1